((R)-1,4-dioxan-2-yl)methyl(1-Chloroethyl) carbonate C(OC(CC[C@H]1OCCOC1)Cl)([O-])=O